C1(CC1)S(=O)(=O)NC=1SC=C(N1)C1(CC1)NC(=O)C1=CC=C2C=CC=NC2=C1 N-(1-(2-(cyclopropanesulfonamido)thiazol-4-yl)cyclopropyl)quinoline-7-carboxamide